COC[C@@H]1N(CCN(C1)C1=NC(=C(C=C1)[N+](=O)[O-])NC1=CC=NC=C1)C(=O)OC(C)(C)C tert-butyl (2R)-2-(methoxymethyl)-4-{5-nitro-6-[(pyridin-4-yl)amino]pyridin-2-yl}piperazine-1-carboxylate